3-(bromomethyl)-1,2,4-thiadiazole-5-carboxylic acid ethyl ester C(C)OC(=O)C1=NC(=NS1)CBr